((2-isopentyl-1,4-diazepan-1-yl)sulfonyl)-1-methoxyisoquinoline C(CC(C)C)C1N(CCCNC1)S(=O)(=O)C=1N=C(C2=CC=CC=C2C1)OC